Diethyl ((E)-2-((1R,2R,3S,4R)-4-(2,4-dioxo-3,4-dihydropyrimidin-1(2H)-yl)-2-hydroxy-3-methoxycyclopentyl)vinyl)phosphonate O=C1N(C=CC(N1)=O)[C@H]1[C@@H]([C@@H]([C@H](C1)/C=C/P(OCC)(OCC)=O)O)OC